decahydro-5-(tetrahydro-2,5-dioxo-3-furanyl)naphtho[1,2-c]furan-1,3-dione O=C1OC(CC1C1CC2C(C(OC2=O)=O)C2CCCCC12)=O